L-Glyceraldehyd O=C[C@@H](O)CO